ClC1=C(C=CC(=C1)Cl)CCNC(CC1N(C(CC1)=O)CC1=CC=C(C=C1)C)=O N-[2-(2,4-dichlorophenyl)ethyl]-2-[1-[(4-methylphenyl)methyl]-5-oxopyrrolidin-2-yl]acetamide